C(C)(C)(C)C(C(C(=O)O)(I)C1=CC(=C(C=C1)OCC1=CC=CC=C1)OCC1=CC=CC=C1)=O.C(C)(C)(C)P(C1(C(C1)(C1=CC=CC=C1)C1=CC=CC=C1)C)C(C)(C)C di-tert-butyl-(1-methyl-2,2-diphenylcyclopropyl)phosphine tert-butyl-(3,4-bis(benzyloxy)phenyl)-2-iodo-3-oxopropanoate